The molecule is a mannosylinositol phosphorylceramide compound having a tetracosanoyl group amide-linked to a C20 sphinganine base, with hydroxylation at C-2 of the C24 very-long-chain fatty acid. It derives from an Ins-1-P-Cer(d20:0/2-OH-24:0). CCCCCCCCCCCCCCCCCCCCCCC(C(=O)N[C@@H](COP(=O)(O)O[C@@H]1[C@@H]([C@@H]([C@H]([C@@H]([C@H]1OC2[C@H]([C@H]([C@@H]([C@H](O2)CO)O)O)O)O)O)O)O)[C@@H](CCCCCCCCCCCCCCCCC)O)O